methyl 4-bromo-3-fluoro-2-[(1s,2s)-1-cyano-2-fluoro-cyclopropyl]benzoate BrC1=C(C(=C(C(=O)OC)C=C1)[C@]1([C@H](C1)F)C#N)F